N[C@H](COC(NC=1N=CC2=CC(=C(C=C2C1)C1=C(C2=C(OCCN2)N=C1)C)F)=O)C (S)-2-Aminopropyl-(7-fluoro-6-(8-methyl-2,3-dihydro-1H-pyrido[2,3-b][1,4]oxazin-7-yl)isochinolin-3-yl)carbamat